C(C)(=O)N(C1=CC=CC=C1)C(C)=O diacetyl-aniline